O=C(NCCOCCOCCOCCOCCOCCOCCNC(OC(C)(C)C)=O)C1=CC=C(C=C1)NC=1N=C(C2=C(N1)NC=C2)C=2C=NN(C2)CCC tert-butyl (1-oxo-1-(4-((4-(1-propyl-1H-pyrazol-4-yl)-7H-pyrrolo[2,3-d]pyrimidin-2-yl)amino)phenyl)-5,8,11,14,17,20-hexaoxa-2-azadocosan-22-yl)carbamate